C(C)(C)(C)OC(=O)N1CCN(CC1)C1=CC(=C(C(=O)O)C=C1)CO 4-(4-tert-butoxycarbonylpiperazin-1-yl)-2-(hydroxymethyl)benzoic acid